2-oxa-7-thia-3,8-disiladecane CO[SiH2]CCCS[SiH2]CC